4-(3-isopropyl-5-(1-((1-isopropylpyrrolidin-3-yl)methyl)piperidin-4-yl)-6-(trifluoromethyl)-1H-indol-2-yl)-1H-pyrazolo[3,4-b]pyridine C(C)(C)C1=C(NC2=CC(=C(C=C12)C1CCN(CC1)CC1CN(CC1)C(C)C)C(F)(F)F)C1=C2C(=NC=C1)NN=C2